bis-(3-triethoxysilyl-1-propyl)-methyldithiophosphonate C(C)O[Si](CCCSP(OCCC[Si](OCC)(OCC)OCC)(=S)C)(OCC)OCC